C(C1=CC=CC=C1)SC1=CC=C(C=C1)NC([C@H](CC1=CC=CC=C1)OCC1=CC=C(C=C1)F)=O (S)-N-(4-(benzylsulfanyl)phenyl)-2-(4-fluorobenzyloxy)-3-phenylpropanamide